(6aR)-4-chloro-3-(2-fluorophenyl)-1-(4-((2-methoxyethyl)(methyl)amino)-2,2-dimethylpyrrolidin-1-yl)-6,6a,7,8,9,10-hexahydro-12H-pyrazino[2,1-c]pyrido[3,4-f][1,4]oxazepin-12-one ClC1=C(N=C(C=2C(N3[C@@H](COC21)CNCC3)=O)N3C(CC(C3)N(C)CCOC)(C)C)C3=C(C=CC=C3)F